(2,4-difluoro-3-(3-(1-methyl-1H-pyrazol-4-yl)-1H-pyrazolo[3,4-c]pyridin-5-yl)phenyl)-2-phenylacetamide FC1=C(C=CC(=C1C=1C=C2C(=CN1)NN=C2C=2C=NN(C2)C)F)C(C(=O)N)C2=CC=CC=C2